3-(2,4-difluorophenyl)-3-hydroxy-N-(1-(6-(2,2,2-trifluoroethoxy)pyridin-2-yl)cyclopropyl)butanamide FC1=C(C=CC(=C1)F)C(CC(=O)NC1(CC1)C1=NC(=CC=C1)OCC(F)(F)F)(C)O